NCC1=CC(=C(C=C1)NC(=O)C1=CC2=C(OCCC3=C2SC=C3)C=C1C=1C(=NC(=CC1)C(NCCC)=O)C(=O)O)C(=O)O 3-(9-((4-(aminomethyl)-2-carboxyphenyl)carbamoyl)-4,5-dihydrobenzo[b]thieno[2,3-d]oxepin-8-yl)-6-(propylcarbamoyl)picolinic acid